2-((1H-pyrazol-4-yl)amino)-4-((2,6-difluorobenzyl)amino)pyrimidin-5-carboxamide N1N=CC(=C1)NC1=NC=C(C(=N1)NCC1=C(C=CC=C1F)F)C(=O)N